6-(2-chloro-5-fluorophenyl)-N-((6-((5-methylpyridin-2-yl)methyl)-4,5,6,7-tetrahydrothieno[2,3-c]pyridin-3-yl)methyl)pyridazin-3-amine ClC1=C(C=C(C=C1)F)C1=CC=C(N=N1)NCC1=CSC=2CN(CCC21)CC2=NC=C(C=C2)C